1-benzyloxy-3-bromo-pyrazole C(C1=CC=CC=C1)ON1N=C(C=C1)Br